4-[(2S)-1-(benzyloxy)-1-oxopropan-2-yl]piperazine-1-carboxylic acid tert-butyl ester C(C)(C)(C)OC(=O)N1CCN(CC1)[C@H](C(=O)OCC1=CC=CC=C1)C